ethyl 2-[[1-(3-benzyloxypropyl)-4-piperidyl]oxy]acetate C(C1=CC=CC=C1)OCCCN1CCC(CC1)OCC(=O)OCC